C(C)C1=NC(=C(C(=C1C(=O)NC1=CC=C(C=C1)OC1=CC=NC2=CC=C(N=C12)OC)O)C1=CC=C(C=C1)F)C 2-Ethyl-5-(4-fluorophenyl)-4-hydroxy-N-[4-[(6-methoxy-1,5-naphthyridin-4-yl)oxy]phenyl]-6-methylpyridine-3-carboxamide